N-(5-phospho-D-ribosyl)-anthranilic acid P(=O)(O)(O)OC[C@@H]1[C@H]([C@H](C(O1)NC=1C(C(=O)O)=CC=CC1)O)O